N-(2-((2-((3-(2,5-diazabicyclo[2.2.1]heptan-2-yl)-1H-indazol-6-yl)amino)-5-bromopyrimidin-4-yl)amino)phenyl)methylsulfonamide C12N(CC(NC1)C2)C2=NNC1=CC(=CC=C21)NC2=NC=C(C(=N2)NC2=C(C=CC=C2)CNS(=O)=O)Br